C(C1=CC=CC=C1)(C1=CC=CC=C1)NC(CC1N(C(CC1)=O)CC1=C(C=CC=C1)CC)=O N-benzhydryl-2-[1-[(2-ethylphenyl)methyl]-5-oxopyrrolidin-2-yl]acetamid